tert-butyl 2-(((S)-1-(2-((3R,5S)-3,5-dimethylpiperidin-1-yl)-7-methyl-4-oxo-4H-pyrido[1,2-a]pyrimidin-9-yl)ethyl)amino)benzoate C[C@H]1CN(C[C@H](C1)C)C=1N=C2N(C(C1)=O)C=C(C=C2[C@H](C)NC2=C(C(=O)OC(C)(C)C)C=CC=C2)C